OC(C)C1=C(C=CC=C1)O 2-(1-hydroxyethyl)phenol